5-chloro-1-phenyl-3,3-dimethyl-2-methyleneindoline ClC=1C=C2C(C(N(C2=CC1)C1=CC=CC=C1)=C)(C)C